COC1=CC=CC(=N1)C=1C=NC(=CC1)N([C@@H]1C[C@H](CC1)N)C=1N=NC(=CN1)C (1S,3S)-N'-(6-Methoxy-[2,3'-bipyridin]-6'-yl)-N3-(6-methyl-1,2,4-triazin-3-yl)cyclopentane-1,3-diamine